O1CC12CC(C2)NC(OCC2=CC=CC=C2)=O benzyl N-(1-oxaspiro[2.3]hexan-5-yl)carbamate